4-bromo-6-chlorobenzo[b]thiophene BrC1=CC(=CC=2SC=CC21)Cl